6-(1-methylbenzimidazol-4-yl)-3-(4-morpholinoanilino)-5-(2,2,2-trifluoroethylamino)pyrazine-2-carboxamide CN1C=NC2=C1C=CC=C2C2=C(N=C(C(=N2)C(=O)N)NC2=CC=C(C=C2)N2CCOCC2)NCC(F)(F)F